tert-butyl (R)-3-((1-methyl-7-(N-(1-methylcyclopropyl)sulfamoyl)-5-oxo-1,2-dihydroimidazo[1,2-a]quinazolin-4(5H)-yl)methyl)-6,7-dihydropyrazolo[1,5-a]pyrazine-5(4H)-carboxylate C[C@@H]1CN=C2N1C1=CC=C(C=C1C(N2CC=2C=NN1C2CN(CC1)C(=O)OC(C)(C)C)=O)S(NC1(CC1)C)(=O)=O